O[C@@H]1C[C@H](CCC1)NC1=NC=C2N=C(N(C2=N1)C1CCC(CC1)C(=O)N)NC1=C(C=C(C=C1Cl)Cl)Cl (1R,4s)-4-(2-((1S,3S)-3-hydroxycyclohexylamino)-8-(2,4,6-trichlorophenylamino)-9H-purin-9-yl)cyclohexanecarboxamide